FC=1C=C(C=CC1)N1C2=NC(=NC(=C2N=C1)N/N=C/C1=CC(=CC=C1)C)N1CCOCC1 (E)-4-(9-(3-fluorophenyl)-6-(2-(3-methylbenzylidene)hydrazinyl)-9H-purin-2-yl)morpholine